ethyl (Z)-5-((tert-butoxycarbonyl)(methyl)amino)-3-(((trifluoromethyl)sulfonyl)-oxy)pent-2-enoate C(C)(C)(C)OC(=O)N(CC/C(=C/C(=O)OCC)/OS(=O)(=O)C(F)(F)F)C